NC/C(/CN1N=CN(C1=O)CC=1SC(=CC1)C=1C=NN(C1)C)=C\F 2-[(2E)-2-(aminomethyl)-3-fluoroprop-2-en-1-yl]-4-{[5-(1-methyl-1H-pyrazol-4-yl)thiophen-2-yl]methyl}-2,4-dihydro-3H-1,2,4-triazol-3-one